phenyl-(2,4,6-trimethylbenzoyl)-ethyl phosphate P(=O)(OCC(C(C1=C(C=C(C=C1C)C)C)=O)C1=CC=CC=C1)([O-])[O-]